2-(4-bromophenyl)ethyl acrylate C(C=C)(=O)OCCC1=CC=C(C=C1)Br